2-aminoethyl-1,3-propanediamine NCCC(CCN)N